C(CCC)[C@]1(CS(C2=C(N(C1)C1=CC=CC=C1)C=C(C(=C2)O\C=C(\C(=O)OCC)/F)SC)(=O)=O)C Ethyl (R)-(Z)-3-((3-butyl-3-methyl-7-(methylthio)-1,1-dioxido-5-phenyl-2,3,4,5-tetrahydro-1,5-benzothiazepin-8-yl)oxy)-2-fluoroacrylate